(dibenzofuran-3-yl)-2-oxo-N-((R)-2-oxo-2-(((S)-1-phenylpropyl)amino)-1-(pyridin-3-yl)ethyl)propionamide C1=CC(=CC=2OC3=C(C21)C=CC=C3)CC(C(=O)N[C@@H](C(N[C@@H](CC)C3=CC=CC=C3)=O)C=3C=NC=CC3)=O